2-((1S,3s)-3-((R)-(4-methyl-4H-1,2,4-triazol-3-yl)(3-(6-(((1-methylcyclobutyl)amino)methyl)-1-oxo-4-(trifluoromethyl)isoindolin-2-yl)phenyl)methyl)-cyclobutyl)acetonitrile CN1C(=NN=C1)[C@@H](C1CC(C1)CC#N)C1=CC(=CC=C1)N1C(C2=CC(=CC(=C2C1)C(F)(F)F)CNC1(CCC1)C)=O